(4-chloro-1H-indol-3-yl)-N-phenylacrylamide ClC1=C2C(=CNC2=CC=C1)C(C(=O)NC1=CC=CC=C1)=C